C(=O)(OC(C)(C)C)NC(SC)=NC(=O)OC(C)(C)C 1,3-di-Boc-2-methylisothiourea